OC1=C(C(=CC=2OC([C@H]3[C@H](C21)C=C(CC3)C)(C)C)CCC)C(=O)O (6aR,10aR)-6a,7,8,10a-Tetrahydro-1-hydroxy-6,6,9-trimethyl-3-propyl-6H-dibenzo[b,d]pyran-2-carboxylic acid